CN1N=NC2=C1C=CC(=C2C)C(CC(=O)OCC)C=2C=C1CCCC1=C(C2)CN2S(C1=C(O[C@@H](C2)CC)N=C(C=C1)C)(=O)=O ethyl 3-(1,4-dimethyl-1H-benzotriazol-5-yl)-3-(7-{[(4R)-4-ethyl-7-methyl-1,1-dioxido-3,4-dihydro-2H-pyrido[2,3-b][1,4,5]oxathiazepin-2-yl]methyl}-2,3-dihydro-1H-inden-5-yl)propanoate